N-[4-(3-Cyanophenyl)-5-(3-fluoro-2,6-dimethyl-4-pyridyl)thiazol-2-yl]-1-oxo-1,4-thiazinan-4-carboxamid C(#N)C=1C=C(C=CC1)C=1N=C(SC1C1=C(C(=NC(=C1)C)C)F)NC(=O)N1CCS(CC1)=O